(3-nitrophenyl)-1H-indazole [N+](=O)([O-])C=1C=C(C=CC1)N1N=CC2=CC=CC=C12